2-[(2-methyl-3-phenylimino-cyclohexen-1-yl)amino]acetic acid CC1=C(CCCC1=NC1=CC=CC=C1)NCC(=O)O